5-(2,5-Dichlorophenyl)-N-(4-(hydroxymethyl)-2,6-dimethylphenyl)oxazole-2-carboxamide ClC1=C(C=C(C=C1)Cl)C1=CN=C(O1)C(=O)NC1=C(C=C(C=C1C)CO)C